CO[C@@H]1CN(C[C@H]1C(NCCCCCCCCCCCCCC)=O)C(=O)C1=CC=C(C(=O)N2C[C@H]([C@@H](C2)C(=O)N[C@@H]2[C@H](C2)C2=CC=CC=C2)C(=O)N[C@@H]2[C@H](C2)C2=CC=CC=C2)C=C1 (3S,4S)-1-(4-((3S,4R)-3-methoxy-4-(tetradecylcarbamoyl)pyrrolidine-1-carbonyl)benzoyl)-N3,N4-bis((1S,2R)-2-phenylcyclopropyl)pyrrolidine-3,4-dicarboxamide